tert-Butyl 3-hydroxy-4-(1,4-oxazepan-4-yl)pyrrolidine-1-carboxylate OC1CN(CC1N1CCOCCC1)C(=O)OC(C)(C)C